CC=1C=NC=CC1CC1=CN=C(N1)[C@@H](O)C1=CN=CS1 (R)-(5-((3-methylpyridin-4-yl)methyl)-1H-imidazol-2-yl)(thiazol-5-yl)methanol